ClC1=NC=C(C(=N1)C1=CN(C2=C(C(=CC=C12)C#N)S(=O)(=O)C)COCC[Si](C)(C)C)Cl 3-(2,5-dichloropyrimidin-4-yl)-7-methylsulfonyl-1-(2-trimethylsilylethoxymethyl)indole-6-carbonitrile